Copper-erbium [Er].[Cu]